N(=NC(C(=O)NC(CO)(CO)CO)(C)C)C(C(=O)NC(CO)(CO)CO)(C)C 2,2'-azobis(2-methyl-N-[1,1-bis(hydroxy-methyl)-2-hydroxyethyl]propionamide)